benzyl-L-cysteine C(C1=CC=CC=C1)N[C@@H](CS)C(=O)O